C1(CCCCC1)P(C1=C(C=CC=C1)C1=C(C=C(C=C1C(C)C)C(C)C)C(C)C)C1CCCCC1 dicyclohexyl-[2',4',6'-tri(isopropyl)[1,1'-biphenyl]-2-yl]phosphine